n-Propyl(methacrylat) C(CC)OC(C(=C)C)=O